2-fluoro-N-(5-(6-fluoro-5,7-dimethyl-1H-indazol-4-yl)thiazolo[5,4-b]pyridin-2-yl)cyclopropane-1-carboxamide FC1C(C1)C(=O)NC=1SC2=NC(=CC=C2N1)C1=C2C=NNC2=C(C(=C1C)F)C